ClC=1C(N(C(=CC1OCC1=C(C=C(C=C1)F)F)C)CC=1C=C2CCN(C2=CC1)C(CO)=O)=O 3-chloro-4-[(2,4-difluorobenzyl)oxy]-1-[(1-glycolyl-2,3-dihydro-1H-indol-5-yl)methyl]-6-methylpyridin-2(1H)-one